O1CC(C1)C(C1COC1)(C1COC1)[SiH2]OCCC tri(oxetan-3-yl)methyl-n-propyloxysilane